NC=1C(=NN(C1)C=1C=C(C=CC1)CO)C(F)(F)F [3-[4-amino-3-(trifluoromethyl)pyrazol-1-yl]phenyl]methanol